1-[(13Z,16Z)-docosane-13,16-dien-1-yloxy]-N,N-dimethyl-3-(octyloxy)propan-2-amine C(CCCCCCCCCCC\C=C/C\C=C/CCCCC)OCC(COCCCCCCCC)N(C)C